dimercaptopyridyl-glycerol SC(C(C(O)C1=NC=CC=C1)O)(O)S